O=C1C(COC2=C1C=CC=C2)NC([C@@H](C)C2=CC=CC=C2)=O (2S)-N-(4-oxo-3,4-dihydro-2H-1-benzopyran-3-yl)-2-phenylpropanamide